C[SiH](C)[SiH]([SiH](C)C)[SiH](C)C tri(dimethylsilyl)silane